3-{2-cyano-1-[4-(7H-pyrrolo-[2,3-d]pyrimidin-4-yl)-1H-pyrazol-1-yl]ethyl}-N-[4-(dimethylamino)phenyl]-benzamide trifluoroacetate FC(C(=O)O)(F)F.C(#N)CC(N1N=CC(=C1)C=1C2=C(N=CN1)NC=C2)C=2C=C(C(=O)NC1=CC=C(C=C1)N(C)C)C=CC2